OC(C)CC(CCCC)ON1N=C2C(=N1)C=CC=C2 2-(2-hydroxy-4-octyloxy)benzotriazole